N-[4-[[3-[2-[(1r,4r)-(4-Aminocyclohexyl)amino]pyrimidin-4-yl]-4-pyridyl]oxy]-3-fluorophenyl]cyclohexylsulfonamide NC1CCC(CC1)NC1=NC=CC(=N1)C=1C=NC=CC1OC1=C(C=C(C=C1)NS(=O)(=O)C1CCCCC1)F